ethyl 8-methyl-2-[2-(pyridin-3-yl) propan-2-yl]-4,5-dihydro-2H-furo[2,3-g]indazole-7-carboxylate CC1=C(OC=2CCC3=CN(N=C3C21)C(C)(C)C=2C=NC=CC2)C(=O)OCC